C(=O)(OCC1C2=CC=CC=C2C2=CC=CC=C12)N[C@H](C(=O)O)NC(=O)OC(C)(C)C (S)-2-(Fmoc-amino)-2-(Boc-amino)-acetic acid